2-(1-(4-((tert-butyldimethylsilyl)oxy)butyl)piperidin-4-yl)-3-hydroxypropyl palmitate C(CCCCCCCCCCCCCCC)(=O)OCC(CO)C1CCN(CC1)CCCCO[Si](C)(C)C(C)(C)C